Cumylperoxy neodecanoate C(CCCCCC(C)(C)C)(=O)OOOC(C)(C)C1=CC=CC=C1